2-[[1-(2-phenylethyl)piperidin-4-yl]methyl]-6-pyrazol-1-ylpyridazin-3-one C1(=CC=CC=C1)CCN1CCC(CC1)CN1N=C(C=CC1=O)N1N=CC=C1